COC1=CC(=NC=C1)C(CN(C(OC(C)(C)C)=O)C)=O tert-Butyl (2-(4-methoxypyridin-2-yl)-2-oxoethyl)(methyl)carbamate